N1-(2-(dimethylamino)ethyl)-N1,N2-diethyl-N4-(4-(5-fluoro-1-methyl-1H-indol-3-yl)-7H-pyrrolo[2,3-d]pyrimidin-2-yl)benzene-1,2,4-triamine CN(CCN(C=1C(=CC(=CC1)NC=1N=C(C2=C(N1)NC=C2)C2=CN(C1=CC=C(C=C21)F)C)NCC)CC)C